3-cyclopropyl-5-(3-pyridinecarbonyl)-8-fluoro-N-[6-(4-isopropyl-4H-1,2,4-triazol-3-yl)pyridin-2-yl]-5,6-dihydro-4H-benzo[f]imidazo[1,5-a][1,4]diazepine-9-carboxamide C1(CC1)C=1N=CN2C1CN(CC1=C2C=C(C(=C1)F)C(=O)NC1=NC(=CC=C1)C1=NN=CN1C(C)C)C(=O)C=1C=NC=CC1